C(C)(=O)ON=C(C(=O)C1=CC=C(C=C1)SC1=CC=CC=C1)CC1CCCC1 N-acetoxy-1-(4-phenylsulfanylphenyl)-3-cyclopentylpropan-1-one-2-imine